C(N)(=O)C=1C=C(C=CC1F)C=1NC(=CC1C(=O)N)C1=C2C(=NC=C1)NC=C2 2-(3-carbamoyl-4-fluorophenyl)-5-(1H-pyrrolo[2,3-b]pyridin-4-yl)-1H-pyrrole-3-carboxamide